C(C)C=1C=C(C=CC1)C(NC(=O)C=1C(NC(=CC1)C(F)(F)F)=O)C1=C(C=CC=C1)SC N-((3-ethylphenyl)(2-(methylthio)phenyl)methyl)-2-oxo-6-(trifluoromethyl)-1,2-dihydropyridine-3-carboxamide